N-(5-aminopentyl)-N-hydroxybutanediamide NCCCCCN(C(CCC(=O)N)=O)O